C(C1=CC=CC=C1)N1C[C@H]2CC([C@@H](C1)N2C(=O)OC(C)(C)C)=CCO tert-butyl (1R,5S)-3-benzyl-6-(2-hydroxyethylidene)-3,8-diazabicyclo[3.2.1]octane-8-carboxylate